octyl 4,5-epoxy-hexahydrophthalate C(C1C(C(=O)[O-])CC2C(C1)O2)(=O)OCCCCCCCC